4-[(N-tert-butoxycarbonyl)aminomethyl]aniline CC(C)(C)OC(=O)C1=CC=C(C=C1)Br